propylene glycol dicaprate caprate OC(=O)CCCCCCCCC.OC(=O)CCCCCCCCC.OC(=O)CCCCCCCCC.C(C(C)O)O